O1CC(C1)C=1C=C(C=CC1C(F)(F)F)C=1OC=NN1 2-[3-(oxetan-3-yl)-4-(trifluoromethyl)phenyl]-1,3,4-oxadiazole